FC(C=CC(=O)Cl)(F)F 4,4,4-trifluorobutenoyl chloride